O[C@H](\C=C\CCCCCCCCCCCCCCCCCCCCCCCCC)[C@H]1N(C(OC1)(C)C)C(=O)[O-] (4S)-4-[(E,1R)-1-hydroxyoctacosane-2-enyl]-2,2-dimethyl-oxazolidine-3-carboxylate